Para-aminobenzoic acid 2-ethylhexyl ester C(C)C(COC(C1=CC=C(C=C1)N)=O)CCCC